C(CCCCCCC\C=C/C\C=C/CCCCC)(=O)OCC(COC(\C=C(\CCCCCCC)/CCCC)=O)COC(=O)OCC(CN(C)C)(C)C 3-(((E)-3-butyldec-2-enoyl)oxy)-2-((((3-(dimethylamino)-2,2-dimethylpropoxy)carbonyl)oxy)methyl)propyl (9Z,12Z)-octadeca-9,12-dienoate